methyl 2,4-difluoro-5-piperazin-1-yl-benzoate FC1=C(C(=O)OC)C=C(C(=C1)F)N1CCNCC1